CN1N=CC(=C1)C(N1C=2N(C=3C=C(C(=CC3C1=O)S(=O)(=O)NC1(CC1)C)SC)[C@H]1[C@@H](N2)CCC1)([2H])[2H] (7aS,10aR)-6-((1-methyl-1H-pyrazol-4-yl)methyl-d2)-N-(1-methylcyclopropyl)-2-(methylthio)-5-oxo-6,7a,8,9,10,10a-hexahydro-5H-cyclopenta[4,5]imidazo[1,2-a]quinazoline-3-sulfonamide